COC(C(NC(=O)OCC1=CC=CC=C1)=C)=O CBZ-dehydroalanine methyl ester